C1=CC=CC2=C1C=1C=CC=CC1N2 trans-indolobenzene